bis(2-(diphenylphosphinoyl)ethyl)amine C1(=CC=CC=C1)P(=O)(CCNCCP(=O)(C1=CC=CC=C1)C1=CC=CC=C1)C1=CC=CC=C1